3-(2-(4-((2-(4-(1-(7-azaspiro[3.5]non-2-yl)piperidin-4-yl)piperazin-1-yl)pyrimidin-4-yl)methoxy)phenyl)prop-2-yl)-5-chlorobenzonitrile (34e)-trifluoroacetate salt FC(C(=O)O)(F)F.C1C(CC12CCNCC2)N2CCC(CC2)N2CCN(CC2)C2=NC=CC(=N2)COC2=CC=C(C=C2)C(C)(C)C=2C=C(C#N)C=C(C2)Cl